N-[2-(2-methoxy-5-nitro-phenoxy)ethyl]chloropyridine COC1=C(OCCN2C(C=CC=C2)Cl)C=C(C=C1)[N+](=O)[O-]